2,5-dicyclopentylidenecyclopentanone C1(CCCC1)=C1C(C(CC1)=C1CCCC1)=O